rel-(R)-6-cyclobutoxy-N-(6-methylpyrazolo[1,5-a]pyrimidin-3-yl)-2-(tetrahydro-2H-pyran-3-yl)-2H-pyrazolo[3,4-b]pyridine-5-carboxamide C1(CCC1)OC=1C(=CC=2C(N1)=NN(C2)[C@H]2COCCC2)C(=O)NC=2C=NN1C2N=CC(=C1)C |o1:14|